C(#N)C=1N=C2C(=CC(N(C2=CC1)C)=O)N1[C@H](CC([C@@H](C1)C)N(C(C1=CC=C(C=C1)F)=O)C)C N-((2S,5R)-1-(6-cyano-1-methyl-2-oxo-1,2-dihydro-1,5-naphthyridin-4-yl)-2,5-dimethylpiperidin-4-yl)-4-fluoro-N-methylbenzamide